C(C)OC(=O)C1=CN(C2=C(C(=C(C=C2C1=O)F)Cl)C#N)C1CC1 1-cyclopropyl-6-fluoro-7-chloro-1,4-dihydro-8-cyano-4-oxo-3-quinolinecarboxylic acid ethyl ester